(4-((5-isopropyl-6-methoxypyridin-3-yl)methyl)-3,5-dimethylphenyl)acetamide C(C)(C)C=1C=C(C=NC1OC)CC1=C(C=C(C=C1C)CC(=O)N)C